hydroxyl-(N,N-dimethyl-2,2-dihydroxybutylamine) OCCC(CN(C)C)(O)O